C(CC1=C(C(=C(C(=C1Br)Br)Br)Br)Br)C1=C(C(=C(C(=C1Br)Br)Br)Br)Br (ethane-1,2-diyl)bis(pentabromobenzene)